NCC=1C=C(C=CC1)C=1C=C(C2=C(C(=CO2)COC2=C(C=CC=C2)CC(=O)O)C1)OCC1=CN=CN1C 2-(2-((5-(3-(aminomethyl)phenyl)-7-((1-methyl-1H-imidazol-5-yl)methoxy)benzofuran-3-yl)methoxy)phenyl)acetic acid